C(C1=C(C=CC2=CC=CC=C12)O)C1=C(C=CC2=CC=CC=C12)O 1,1'-methylenebis-2-naphthol